2-[4-(2-Amino-[1,2,4]triazolo[1,5-a]pyridin-7-yl)pyrazol-1-yl]-N-(3,3-dimethyl-1,2-dihydroindol-6-yl)acetamide NC1=NN2C(C=C(C=C2)C=2C=NN(C2)CC(=O)NC2=CC=C3C(CNC3=C2)(C)C)=N1